C1(CC1)CN(C(OC(C)(C)C)=O)[C@H]1CN(CCC1)C=1C=NC(=CC1)C(C)C=1SC(=NN1)C=1C=NC=C(C1)C1CC1 tert-butyl (cyclopropylmethyl)((3R)-1-(6-(1-(5-(5-cyclopropylpyridin-3-yl)-1,3,4-thiadiazol-2-yl)ethyl)pyridin-3-yl)piperidin-3-yl)carbamate